(S)-4-(2-(1-Ethyl-3-(trifluoromethyl)-1H-pyrazol-4-yl)phenyl)-6-((E)-3-((2R,4R)-4-methylpyrrolidin-2-yl)acryloyl)-4,5,6,7-tetrahydrothieno[2,3-c]pyridine-2-carbonitrile C(C)N1N=C(C(=C1)C1=C(C=CC=C1)[C@H]1C2=C(CN(C1)C(\C=C\[C@@H]1NC[C@@H](C1)C)=O)SC(=C2)C#N)C(F)(F)F